(1-methyl-1H-tetrazol-5-yl) (phenyl) ketoxime C1(=CC=CC=C1)C(=NO)C1=NN=NN1C